[OH-].[O-]CCCC.[Hf+4] hafnium (IV) n-butoxide mono-hydroxide